(rac)-((1s,3s)-3-Hydroxy-3-methylcyclobutyl)(6-(2-methyl-5-(trifluoromethyl)phenyl)-2-azaspiro[3.4]octan-2-yl)methanone OC1(CC(C1)C(=O)N1CC2(C1)C[C@@H](CC2)C2=C(C=CC(=C2)C(F)(F)F)C)C |r|